C=1N=CN2C1C1=CC=CC=C1[C@@H]2[C@H]2[C@H](C=1C=NN=CC1CC2)O (5R,6S)-6-((S)-5H-imidazo[5,1-a]isoindol-5-yl)-5,6,7,8-tetrahydrophthalazin-5-ol